ClC=1C(=C(C(=CC1Cl)Cl)OC(C(=O)OC1=C(C(=C(C=C1Cl)Cl)Cl)C(=O)OCC1=CC=C(C=C1)CC)=O)C(=O)OCC1=CC=C(C=C1)CC bis(3,4,6-trichloro-2-{[(4-ethylphenyl)methoxy]carbonyl} phenyl)oxalate